3,5-dibromo-1-methyl-1,2-dihydropyridin-2-one BrC=1C(N(C=C(C1)Br)C)=O